C[C@@H]1CN(C[C@@H](N1)C)C1=NC=C(C=N1)I 2-((3R,5S)-3,5-dimethylpiperazin-1-yl)-5-iodopyrimidine